C(C)(=O)[O-].C(C)[N+]1(CCCC1)CCCC 1-ethyl-1-butylpyrrolidinium acetate